CC(C)OC=1C(=NC=C(C1)B1OC(C(O1)(C)C)(C)C)N 3-[(propan-2-yl)oxy]-5-(4,4,5,5-tetramethyl-1,3,2-dioxaborolan-2-yl)pyridin-2-amine